1-methyl-2-pyridinecarboxylic acid CN1C(C=CC=C1)C(=O)O